methyl (E)-3-(7-(cyclopentylamino)-5-(ethoxymethyl)-2-phenyl-1H-indol-3-yl)acrylate C1(CCCC1)NC=1C=C(C=C2C(=C(NC12)C1=CC=CC=C1)/C=C/C(=O)OC)COCC